CN1N=C2C=C(C=CC2=C1)[C@@H]1NC[C@H](CC1)C 2-methyl-6-[(2R,5S)-5-methyl-2-piperidyl]indazole